dimethyl-(trimethyl-silane) phosphite P(O)(O)O.CC([SiH](C)C)C